6-Methyl-2-(2-methyl-2H-tetrazol-5-yl)pyridin-3-amine CC1=CC=C(C(=N1)C=1N=NN(N1)C)N